NC=1C=C(C=NC1)C1(CCC1)NC(OC(C)(C)C)=O tert-butyl (1-(5-aminopyridin-3-yl)cyclobutyl)carbamate